13,19-dimethyltritriacontane CC(CCCCCCCCCCCC)CCCCCC(CCCCCCCCCCCCCC)C